2-(7-(3-cyanophenyl)-4-oxo-1-(tetrahydro-2H-pyran-2-yl)-1,4-dihydro-5H-pyrazolo[3,4-d]pyridazin-5-yl)-N-(2,2-difluorobenzo[d][1,3]dioxol-5-yl)-N-ethylacetamide C(#N)C=1C=C(C=CC1)C1=NN(C(C2=C1N(N=C2)C2OCCCC2)=O)CC(=O)N(CC)C2=CC1=C(OC(O1)(F)F)C=C2